The molecule is the principal alkaloid of the plant family Calycanthaceae. It is a calycanthaceous alkaloid, an aminal and an organonitrogen heterocyclic compound. It derives from a hydride of a calycanine. CN1CC[C@@]23[C@@H]4NC5=CC=CC=C5[C@@]2([C@@H]1NC6=CC=CC=C36)CCN4C